CC(CCC(C1=NN=NN1C(C)(CC(C)(C)C)C)NC1=NC=NC2=CC(=CC=C12)C#N)(C)C 4-((4,4-dimethyl-1-(1-(2,4,4-trimethylpentan-2-yl)-1H-tetrazol-5-yl)pentyl)amino)quinazoline-7-carbonitrile